C(C)(=O)C(C(=O)Cl)=CC1=CC=C(C=C1)O acetyl-p-hydroxycinnamic acid chloride